4-methyl-6,7-dihydro-5H-cyclopenta[d]pyrimidin-2-ol CC=1C2=C(N=C(N1)O)CCC2